N-((1r,3r)-3-hydroxycyclobutyl)-3-methylbenzenesulfonamide OC1CC(C1)NS(=O)(=O)C1=CC(=CC=C1)C